C(#N)CCN1CCN(CC1)CC1=CC=C(C=C1)NC(=O)NCC1=CC=C(C=C1)OC N-(4-{[4-(2-cyanoethyl)piperazinyl]methyl}phenyl){[(4-methoxyphenyl)methyl]amino}carboxamide